C(C)(C)N1N(C=2C3=C(C(C(C2C1=O)=O)=O)C=CC=C3)C 2-Isopropyl-1-methyl-1H-benzo[g]indazol-3,4,5(2H)-trion